10-methoxy-N-(1-methyl-6-oxo-1,6-dihydropyridazin-3-yl)-5-thia-2,7-diazatricyclo[6.4.0.02,6]dodeca-1(12),3,6,8,10-pentaene-4-carboxamide COC=1C=C2N=C3SC(=CN3C2=CC1)C(=O)NC1=NN(C(C=C1)=O)C